CC1(C(CNC1)C(=O)O)C 4,4-dimethylpyrrolidine-3-carboxylic acid